4-(2,3-dichloro-6-methoxyphenyl)pyridine-2-carboxamide methylbenzenesulfonate COS(=O)(=O)C1=CC=CC=C1.ClC1=C(C(=CC=C1Cl)OC)C1=CC(=NC=C1)C(=O)N